ClC=1C(=NC(=NC1)N[C@H]1CN(CC1)CC1CCN(CC1)CC1CCN(CC1)C=1C=C2CN(CC2=CC1)C1C(NC(CC1)=O)=O)C1=CNC2=CC=CC=C12 5-(4-((4-(((R)-3-((5-chloro-4-(1H-indol-3-yl)pyrimidin-2-yl)amino)pyrrolidine-1-yl)methyl)piperidin-1-yl)methyl)piperidin-1-yl)-2-(2,6-dioxopiperidin-3-yl)isoindoline